N-[3-chloro-2-fluoro-4-(trifluoromethoxy)phenyl]-6-[(3S)-pyrrolidin-3-yl]oxy-pyrido[3,2-d]pyrimidin-4-amine ClC=1C(=C(C=CC1OC(F)(F)F)NC=1C2=C(N=CN1)C=CC(=N2)O[C@@H]2CNCC2)F